ClC=1N=C(C2=C(N1)CCCN2)NC2CCCC2 2-chloro-N-cyclopentyl-5,6,7,8-tetrahydropyrido[3,2-d]pyrimidin-4-amine